6-(3-((1-(3-cyanophenyl)cyclopropyl)glycyl)-3,8-diazabicyclo[3.2.1]octan-8-yl)nicotinonitrile C(#N)C=1C=C(C=CC1)C1(CC1)NCC(=O)N1CC2CCC(C1)N2C2=NC=C(C#N)C=C2